tert-butyl (S)-4-((9-(4-chloro-3-(2,4-dioxotetrahydropyrimidin-1(2H)-yl)-5-methylbenzoyl)-3,9-diazaspiro[5.5]undecan-3-yl)methyl)-3,3-difluoropiperidine-1-carboxylate ClC1=C(C=C(C(=O)N2CCC3(CCN(CC3)C[C@H]3C(CN(CC3)C(=O)OC(C)(C)C)(F)F)CC2)C=C1C)N1C(NC(CC1)=O)=O